(E)-4-(7-morpholino-5-(3-(m-tolyl)-1H-pyrazol-1-yl)furo[3,2-b]pyridin-2-yl)but-3-ene-1,2-diol O1CCN(CC1)C1=C2C(=NC(=C1)N1N=C(C=C1)C=1C=C(C=CC1)C)C=C(O2)/C=C/C(CO)O